C=1(COC=COC1)N(C=1COC=COC1)C=1COC=COC1 tris(3,6-dioxepinyl)amine